ClC(OC1=CC(=CC=C1)C)Cl 1-(dichloromethoxy)-3-methylbenzene